C(C)OC1=CC=2C3=C(NC2C=C1)CCN(C3)C(=O)OC(C)(C)C tert-butyl 8-ethoxy-1,3,4,5-tetrahydro-2H-pyrido[4,3-b]indole-2-carboxylate